3-(3-Chloro-4-fluorophenyl)-1-ethyl-1-(6-oxo-1,2,3,4,5,6,7,8,9,10-decahydrophenanthridin-1-yl)urea ClC=1C=C(C=CC1F)NC(N(C1CCCC=2NC(C=3CCCCC3C12)=O)CC)=O